C(=O)(OC(C)(C)C)NC(C)(C(=O)O)C N-Boc-α-Methylalanine